5-[5-(methoxymethyl)-2-furoyl]pyrimidin COCC1=CC=C(O1)C(=O)C=1C=NC=NC1